ClC=1C=NC(=NC1)[C@H]([C@H](C)S(=O)(=O)NC1=NN=C(N1C1CCOCC1)COC)OC (1R,2S)-1-(5-chloropyrimidin-2-yl)-1-methoxy-N-(5-(methoxymethyl)-4-(tetrahydro-2H-pyran-4-yl)-4H-1,2,4-triazol-3-yl)propane-2-sulfonamide